FC1=C(C(=CC=C1)OC)C1=NC=CC2=C1CN(C2=O)C2=NC(=CC=C2)NC2(CNCC2)C 4-(2-fluoro-6-methoxyphenyl)-2-(6-((3-methylpyrrolidin-3-yl)amino)pyridin-2-yl)-2,3-dihydro-1H-pyrrolo[3,4-c]pyridin-1-one